NC=1C=C(OCCC(=O)OCC)C=C(C1)OC ethyl 3-(3-amino-5-methoxyphenoxy)-propionate